C(C1=CC=CC=C1)N(C(O)=O)C1CCC2(CC2(F)F)CC1.COC([C@@H](CO)NCC1=CC=CC=C1)=O.CC=1C=NC(=NC1)OC1CCNCC1 4-(5-methyl-2-pyrimidyloxy)piperidine methyl-(2R)-2-(benzylamino)-3-hydroxy-propanoate benzyl-((3r,6r)-1,1-difluorospiro[2.5]octan-6-yl)carbamate